1-[(R)-cyclopropyl(4-pyridyl)methyl]-3-[(3R)-4,4-difluorotetrahydrofuran-3-yl]-1-methyl-urea C1(CC1)[C@@H](N(C(=O)N[C@@H]1COCC1(F)F)C)C1=CC=NC=C1